tert-butyl (tert-butoxycarbonyl)(2,2-dimethyl-5-oxopentyl)carbamate C(C)(C)(C)OC(=O)N(C(OC(C)(C)C)=O)CC(CCC=O)(C)C